2,3-Difluoro-5-(3-methyl-5-(4-(methylsulfonyl)piperazin-1-yl)-1H-indazol-1-yl)phenol FC1=C(C=C(C=C1F)N1N=C(C2=CC(=CC=C12)N1CCN(CC1)S(=O)(=O)C)C)O